4-chloro-2-(1,1-difluoroethyl)-6-methoxypyrimidine ClC1=NC(=NC(=C1)OC)C(C)(F)F